CO[Si](O[Si](OC)(OC)CCCN([Si](C)(C)C)[Si](C)(C)C)(OC)CCCN([Si](C)(C)C)[Si](C)(C)C N,N'-((1,1,3,3-tetramethoxydisiloxane-1,3-diyl)bis(propan-3,1-diyl))bis(1,1,1-trimethyl-N-(trimethylsilyl)silanamine)